methyl 4-(4-bromo-3-fluorothiophen-2-yl)-4-oxobutanoate BrC=1C(=C(SC1)C(CCC(=O)OC)=O)F